(R)-(-)-2-Amino-1-pentanol CCC[C@H](CO)N